C(#N)C1=CC(=C(C=C1)NC(=O)C1CN(C(O1)C(F)(F)F)C1=CC(=C(C=C1)C#N)C(F)(F)F)CC N-(4-Cyano-2-ethylphenyl)-3-(4-cyano-3-(trifluoromethyl)phenyl)-2-(trifluoromethyl)oxazolidin-5-carboxamid